4-(6-chloro-3-(((3-ethyl-4,7-dimethyl-5-oxo-4,5-dihydro-3H-pyrazolo[3,4-c]isoquinolin-9-yl)methyl)amino)pyridin-2-yl)-2-fluoro-N-methylbenzamide ClC1=CC=C(C(=N1)C1=CC(=C(C(=O)NC)C=C1)F)NCC=1C=2C3=C(N(C(C2C=C(C1)C)=O)C)N(N=C3)CC